(2R,5S)-4-((3-amino-5-chloropyridin-2-yl)amino)-2,5-dimethylpiperidine-1-carboxylic acid tert-butyl ester C(C)(C)(C)OC(=O)N1[C@@H](CC([C@H](C1)C)NC1=NC=C(C=C1N)Cl)C